ClCC1=CC(=CC(O1)O)O (4r,6s)-6-chloromethyl-2,4-dihydroxy-2H-pyran